(R)-1-((5-fluoro-2-(2-methoxy-7-methylquinoxalin-5-yl)benzo[d]thiazol-6-yl)oxy)propan-2-yl (2-(2-hydroxyethoxy)pyridin-4-yl)carbamate OCCOC1=NC=CC(=C1)NC(O[C@@H](COC1=CC2=C(N=C(S2)C2=C3N=CC(=NC3=CC(=C2)C)OC)C=C1F)C)=O